(S)-7-(tert-butyl)-N-((R)-1-(3-((1-methylazetidin-3-yl)carbamoyl)phenyl)-3-oxopropyl)-5,6,7,8-tetrahydrothiazolo[5,4-b]quinoline-2-carboxamide C(C)(C)(C)[C@@H]1CC=2C=C3C(=NC2CC1)SC(=N3)C(=O)N[C@H](CC=O)C3=CC(=CC=C3)C(NC3CN(C3)C)=O